N-((1R,3S,5s,7s)-2-(5-(3-cyano-6-(2-hydroxy-2-methylpropoxy)pyrazolo[1,5-a]pyridin-4-yl)pyridin-2-yl)-2-azaadamantan-5-yl)-2-hydroxy-3-methylbutanamide C(#N)C=1C=NN2C1C(=CC(=C2)OCC(C)(C)O)C=2C=CC(=NC2)N2[C@@H]1CC3CC(C[C@@H]2C3)(C1)NC(C(C(C)C)O)=O